C(#N)C1=CC(=C(C(=C1)F)S(=O)(=O)N)F 4-cyano-2,6-difluorobenzenesulfonamide